(R)-6-(2-hydroxy-2-(3-(trifluoromethyl)phenyl)acetyl)-2-(1-(4'-(pyridin-2-ylmethoxy)-[1,1'-biphenyl]-3-yl)cyclopropyl)-3,5,6,7,8,9-hexahydro-4H-pyrimido[5,4-c]azepin-4-one O[C@@H](C(=O)N1CC2=C(CCC1)N=C(NC2=O)C2(CC2)C=2C=C(C=CC2)C2=CC=C(C=C2)OCC2=NC=CC=C2)C2=CC(=CC=C2)C(F)(F)F